NC1=C(C=CC2=CC=CC=C12)N=NC=1C=NC(=CC1)C1=C(C=CC=C1)C 4-Amino-3-(6-o-tolylpyridin-3-ylazo)naphthalin